(4-(3-Phenyl-5,6-dihydroimidazo[1,2-d]pyrido[4,3-f][1,4]oxazepin-2-yl)phenyl)methanol C1(=CC=CC=C1)C1=C(N=C2N1CCOC1=C2C=CN=C1)C1=CC=C(C=C1)CO